NC1=CC(=NC=C1)N(C(C)=O)C1=CC(=C(C=C1)S(=O)(=O)C)F N-(4-aminopyridin-2-yl)-N-[3-fluoro-4-(methanesulfonyl)phenyl]acetamide